sulfonylsemicarbazide S(=O)(=O)=NNC(=O)N